COC(NC1=CC=CC=C1)=O.C[N+](CCCCCCCC)(C)C trimethyl-n-octylammonium methyl-N-phenyl-carbamate